CN1[C@H]2[C@@H](OCC1)CN(C2)C2=C(C=NC=1NC3=C(C=C(C=C3C12)F)NC)C=1C=C2C(C(=CN(C2=NC1)C)C(=O)O)=O 6-[4-[(4aR,7aS)-4-methyl-2,3,4a,5,7,7a-hexahydropyrrolo[3,4-b][1,4]oxazin-6-yl]-6-fluoro-8-(methylamino)-9H-pyrido[2,3-b]indol-3-yl]-1-methyl-4-oxo-1,8-naphthyridine-3-carboxylic acid